CC1=C(OCC2=C(C=CC=C2)[C@@H](C(=O)NC)OC)C=C(C=C1)C (2S)-2-{2-[(2,5-dimethyl-phenoxy)methyl]phenyl}-2-methoxy-N-methylacetamide